BrC1=C(C=C(C=C1)Cl)NCC(=O)OCC ethyl (2-bromo-5-chlorophenyl)glycinate